N-(3-(6-bromo-1H-benzo[d]imidazol-1-yl)phenyl)ethanesulfonamide BrC=1C=CC2=C(N(C=N2)C=2C=C(C=CC2)NS(=O)(=O)CC)C1